CC(=C)C1=C(C=C(C=C1)C)C alpha-methyl-2,4-dimethylstyrene